trimethylpropane tri(4-mercaptobutanate) SCCCC(=O)O.SCCCC(=O)O.SCCCC(=O)O.CC(CC)(C)C